C(C1=CC=CC=C1)C=1NC(=NN1)C(=O)N[C@@H]1[C@H](CC2=C(N(C1=O)C)C=CC=C2)F 5-benzyl-N-((3S,4S)-4-fluoro-1-methyl-2-oxo-2,3,4,5-tetrahydro-1H-benzo[b]azepin-3-yl)-4H-1,2,4-triazole-3-carboxamide